(2R,3R,4R,5S,6S)-3,4,5-tris(p-methoxybenzyloxy)-2-((p-methoxybenzyloxy)methyl)-6-(4-chloro-3-(4-ethoxybenzyl)phenyl)cyclohexanone COC1=CC=C(CO[C@@H]2[C@H](C([C@H]([C@@H]([C@H]2OCC2=CC=C(C=C2)OC)OCC2=CC=C(C=C2)OC)C2=CC(=C(C=C2)Cl)CC2=CC=C(C=C2)OCC)=O)COCC2=CC=C(C=C2)OC)C=C1